[4-(methylsulfamoyl)phenyl]-3-oxopropanoic acid ethyl ester C(C)OC(C(C=O)C1=CC=C(C=C1)S(NC)(=O)=O)=O